methyl (E)-3-(4-(2-(1-(5-bromo-3-cyano-4-(4-cyano-3-fluorophenyl)pyridin-2-yl)piperidin-4-yl)ethyl)phenyl)acrylate BrC=1C(=C(C(=NC1)N1CCC(CC1)CCC1=CC=C(C=C1)/C=C/C(=O)OC)C#N)C1=CC(=C(C=C1)C#N)F